C[C@@H]1C2N=NC(C3=NNC=4C=CC(OCCCOCC1)=CC34)=C2 (6S)-6-methyl-9,13-dioxa-4,3,18,19-tetraazatetracyclo[12.5.2.12,5.017,20]docosa-1(19),2(22),3,14(21),15,17(20)-hexaene